2-amino-4-((1-hydroxyhexan-3-yl)amino)-6-(4-(4-methylpiperazine-1-carbonyl)benzyl)pyridine NC1=NC(=CC(=C1)NC(CCO)CCC)CC1=CC=C(C=C1)C(=O)N1CCN(CC1)C